((6S,7aR)-2-cyclobutylidene-6-fluorotetrahydro-1H-pyrrolizin-7a(5H)-yl)methanol C1(CCC1)=C1C[C@@]2(C[C@@H](CN2C1)F)CO